C(C)OC(=O)C1=C(N=C(S1)NC1=NC(=CC(=N1)N1CCC(CC1)CO)NCC1=CC=C(C=C1)C1=NN=NN1)C 2-[4-(4-hydroxymethylpiperidin-1-yl)-6-[4-(1H-tetrazol-5-yl)benzylamino]pyrimidin-2-ylamino]-4-methylthiazole-5-carboxylic acid ethyl ester